OC1(CCN(CC1)CC(CNC(=O)C1=CC2=C(S1)CCCCCC2)(C)C)C N-[3-(4-hydroxy-4-methylpiperidin-1-yl)-2,2-dimethylpropyl]-4,5,6,7,8,9-hexahydrocycloocta[b]thiophene-2-carboxamide